C1(=CC(=CC2=CC=CC(=C12)O)O)O 1,3,8-naphthalenetriol